C1=CC=C(C=C1)N2C3=CC=CC=C3N=C4C2=CC(=NC5=CC=C(C=C5)S(=O)(=O)O)C6=C4C=CC(=C6)S(=O)(=O)O The molecule is an organic heterotetracyclic compound that is 7-phenyl-5-imino-5,7-dihydrobenzo[a]phenazine-3-sulfonic acid in which the imino hydrogen is replaced by a 4-sulfophenyl group. The monosodium salt is the biological stain 'azocarmine G'. It is an arenesulfonic acid, an organic heterotetracyclic compound and an imine. It is a conjugate acid of an azocarmine G(1-).